Cl.N[C@@H]1CN(CCC1)C1=CC(=NC=C1C=1C=NN(C1)CCN1CCCC1)NC1=NC(=NC=C1)C1=C(C=CC=C1OC)F (S)-N-(4-(3-aminopiperidin-1-yl)-5-(1-(2-(pyrrolidin-1-yl)ethyl)-1H-pyrazol-4-yl)pyridin-2-yl)-2-(2-fluoro-6-methoxyphenyl)pyrimidin-4-amine hydrochloride